C(C)NC(CN1N=C(C=CC1=O)C1=NC(=NO1)C1=CC(=CC=C1)C(F)(F)F)=O N-ethyl-2-(6-oxo-3-(3-(3-(trifluoromethyl)phenyl)-1,2,4-oxadiazol-5-yl)pyridazin-1(6H)-yl)acetamide